1-[(3S)-3-methyl-4-[4-({3-methyl-4-[(1-methyl-1,3-benzodiazol-5-yl)oxy]phenyl}amino)pyrido[3,4-d]pyrimidin-6-yl]piperazin-1-yl]prop-2-en-1-one C[C@H]1CN(CCN1C1=CC2=C(N=CN=C2NC2=CC(=C(C=C2)OC2=CC3=C(N(C=N3)C)C=C2)C)C=N1)C(C=C)=O